FC1=CC=C(C=2N(CC=3N(C12)N=C(N3)C)C)N 9-fluoro-2,5-dimethyl-4,5-dihydro-[1,2,4]triazolo[1,5-a]quinoxalin-6-amine